heptenesulfonamide tert-butyl-((7-(N-hydroxycarbamimidoyl)-4-(4-(trifluoromethoxy)phenyl)benzo[d]thiazol-6-yl)methyl)carbamate C(C)(C)(C)N(C(O)=O)CC1=C(C2=C(N=CS2)C(=C1)C1=CC=C(C=C1)OC(F)(F)F)C(NO)=N.C(=CCCCCC)S(=O)(=O)N